C(C)(=O)C=1C=CC(=C(C1)C1=C(SC2=C1C(N(C=C2)C)=O)C(=O)NCC)OC2=C(C=C(C=C2)F)F (5-acetyl-2-(2,4-difluorophenoxy)phenyl)-N-ethyl-5-methyl-4-oxo-4,5-dihydrothieno[3,2-c]pyridine-2-carboxamide